BrC=1C(=C2C(=NC1)N(C=C2)[Si](C(C)C)(C(C)C)C(C)C)C(O)C2CC(C2)N(CC2=CC=CC=C2)CC2=CC=CC=C2 (5-bromo-1-(triisopropylsilyl)-1H-pyrrolo[2,3-b]pyridin-4-yl)(3-(dibenzylamino)cyclobutyl)methanol